C(CC\C=C/C\C=C/CC)OC(CCCCCCCN(CCCCCCCC(=O)OCCC\C=C/C\C=C/CC)CCCN(CCO)CCCCCCCC(=C=O)OCCC\C=C/C\C=C/CC)=O di((4Z,7Z)-dec-4,7-dien-1-yl)8,8'-((3-((8-(((4Z,7Z)-dec-4,7-dien-1-yl)oxy)-8-carbonyloctyl)(2-hydroxyethyl)amino)propyl)azanediyl)dioctanoate